hexadecane-4,4-diol CCCC(CCCCCCCCCCCC)(O)O